4,4'-thiobis(3-methyl-6-tert-Butylphenol) S(C1=C(C=C(C(=C1)C(C)(C)C)O)C)C1=C(C=C(C(=C1)C(C)(C)C)O)C